CC1=NC(=CC(=C1)C[C@@H]1CNCCC1)C (R)-2,6-dimethyl-4-(piperidin-3-ylmethyl)pyridine